2-(4-((4-Benzylpiperazin-1-yl)methyl)-2,6-dimethylphenoxy)-2-methylpropanoic acid C(C1=CC=CC=C1)N1CCN(CC1)CC1=CC(=C(OC(C(=O)O)(C)C)C(=C1)C)C